N-(5-bromo-2-fluorophenyl)-4-methyl-1H-imidazole-5-carboxamide BrC=1C=CC(=C(C1)NC(=O)C1=C(N=CN1)C)F